rac-(5S,7S)-7-fluoro-5-phenyl-N-[rac-(3S)-5-methyl-4-oxo-2,3-dihydro-1,5-benzoxazepin-3-yl]-6,7-dihydro-5H-pyrrolo[1,2-b][1,2,4]triazole-2-carboxamide F[C@H]1C[C@H](N2N=C(N=C21)C(=O)N[C@H]2COC1=C(N(C2=O)C)C=CC=C1)C1=CC=CC=C1 |r|